oxaDiazole O1N=NC=C1